Cl.N[C@@H](CCC(=O)O)C(=O)O.C(CCCCCCCCCCC)O dodecanol glutamate hydrochloride